(1-(4-ethoxy-5-((7-methoxy-2-methyl-2H-indazol-5-yl)carbamoyl)pyrimidin-2-yl)pyrrolidin-3-yl)(methyl)carbamic acid tert-butyl ester C(C)(C)(C)OC(N(C)C1CN(CC1)C1=NC=C(C(=N1)OCC)C(NC1=CC2=CN(N=C2C(=C1)OC)C)=O)=O